2-(pyrrolidin-1-yl)pyridine-4-carboxylic acid N1(CCCC1)C1=NC=CC(=C1)C(=O)O